(2S)-1,5-bis[[tert-butyl-(dimethyl)silyl]oxy]pentan-2-ol Tert-butyl-4-(1-(cyclopropylmethyl)-2-formyl-1H-indol-7-yl)piperidine-1-carboxylate C(C)(C)(C)C1N(CCC(C1)C=1C=CC=C2C=C(N(C12)CC1CC1)C=O)C(=O)O[C@H](CO[Si](C)(C)C(C)(C)C)CCCO[Si](C)(C)C(C)(C)C